N-(4-((2-methoxy-3-(1-methyl-1H-1,2,4-triazol-5-yl)phenyl)amino)-2-methyl-3-oxo-2,3-dihydro-1H-pyrazolo[3,4-b]pyridin-6-yl)cyclopropanecarboxamide COC1=C(C=CC=C1C1=NC=NN1C)NC1=C2C(=NC(=C1)NC(=O)C1CC1)NN(C2=O)C